(6-methyl-3-oxo-3,4-dihydropyrazin-2-yl)carbamic acid tert-butyl ester C(C)(C)(C)OC(NC1=NC(=CNC1=O)C)=O